CN(C1(CCC2(CN(C(N2)=O)C=2C=NC(=NC2)C2=C3CN(C(C3=CC=C2)=O)C)CC1)C1=CC=CC=C1)C cis-8-dimethylamino-3-[2-(2-methyl-1-oxo-2,3-dihydro-isoindol-4-yl)-pyrimidin-5-yl]-8-phenyl-1,3-diazaspiro[4.5]decan-2-one